ClC1=C(CCOCCNC)C=CC(=C1)[N+](=O)[O-] 2-(2-chloro-4-nitrophenethoxy)-N-methylethan-1-amine